(S)-N-(1-(3,5-dimethoxyphenyl)propan-2-yl)-6-(4-ethoxyphenyl)pyrazine-2-carboxamide COC=1C=C(C=C(C1)OC)C[C@H](C)NC(=O)C1=NC(=CN=C1)C1=CC=C(C=C1)OCC